N-[4-benzyl-1-[5-(3-cyano-6-ethoxy-pyrazolo[1,5-a]pyridin-4-yl)-2-pyridyl]-4-piperidyl]-2-[4-(hydroxymethyl)-1-piperidyl]acetamide C(C1=CC=CC=C1)C1(CCN(CC1)C1=NC=C(C=C1)C=1C=2N(C=C(C1)OCC)N=CC2C#N)NC(CN2CCC(CC2)CO)=O